(S)-5-(1-(5-(2-((tert-Butoxycarbonyl)amino)propoxy)-2-methylbenzamido)cyclopropyl)-2-methylquinolin-7-yl trifluoromethanesulfonate FC(S(=O)(=O)OC1=CC(=C2C=CC(=NC2=C1)C)C1(CC1)NC(C1=C(C=CC(=C1)OC[C@H](C)NC(=O)OC(C)(C)C)C)=O)(F)F